2-(3-bromo-4-fluorophenyl)-N-methoxy-N-methylacetamide BrC=1C=C(C=CC1F)CC(=O)N(C)OC